[N+](=O)([O-])C1=C(C=CC(=C1)C(F)(F)F)N1C=CC=C1 1-[2-nitro-4-(trifluoromethyl)phenyl]-1H-pyrrole